(2,3-dihydrobenzofuran-5-yl)-2-(pyridin-3-ylmethyl)-2,6-dihydropyrrolo[3,4-c]pyrazole-5(4H)-carboxylic acid tert-butyl ester C(C)(C)(C)OC(=O)N1CC2=NN(C(=C2C1)C=1C=CC2=C(CCO2)C1)CC=1C=NC=CC1